FC=1C=C(C=CC1)C=1N=NN(C1)[C@@H]1[C@H]([C@@H](O[C@H]2[C@@H]1OC(OC2)(C)C)C(=O)O)O (4aR,6R,7R,8R,8aR)-8-(4-(3-fluorophenyl)-1H-1,2,3-triazol-1-yl)-7-hydroxy-2,2-dimethylhexahydropyrano[3,2-d][1,3]dioxine-6-carboxylic acid